(S)-4-((5-(5-fluoro-6-hydroxypyridin-2-yl)-1,3,4-thiadiazol-2-yl)methyl)-6-(1-phenylethyl)-4,6-diazaspiro[2.4]heptane-5,7-dione FC=1C=CC(=NC1O)C1=NN=C(S1)CN1C2(CC2)C(N(C1=O)[C@@H](C)C1=CC=CC=C1)=O